[F-].C(CC)[NH+]1CC(CCC1)CC 1-Propyl-3-ethylpiperidinium fluorid